5,7-dichloro-3-iodo-1,6-naphthyridine ClC1=C2C=C(C=NC2=CC(=N1)Cl)I